O1C2=C(OCC1)C=C(C=C2)C=2C=C1C=3CCCC(C3NC1=CC2)N[C@H](C)C2=CC=CC=C2 6-(2,3-dihydrobenzo[b][1,4]dioxin-6-yl)-N-((R)-1-phenylethyl)-2,3,4,9-tetrahydro-1H-carbazol-1-amine